CCOC(=O)C1N(CCCC1)C(=O)OC(C)(C)C Piperidine-1,2-dicarboxylic acid 1-tert-butyl 2-ethyl ester